C(C)(C)(C)OC(COCCNC=1C=C2C(N(C(C2=CC1)=O)C1C(NC(CC1)=O)=O)=O)=O 2-(2-((2-(2,6-Dioxopiperidin-3-yl)-1,3-Dioxoisoindolin-5-yl)amino)ethoxy)acetic acid tert-butyl ester